3-(7-((1s,4s)-2,5-diazabicyclo[2.2.1]hept-2-yl)-1-methyl-1H-indazol-3-yl)-6-(benzyloxy)pyridin-2-ol [C@@H]12N(C[C@@H](NC1)C2)C=2C=CC=C1C(=NN(C21)C)C=2C(=NC(=CC2)OCC2=CC=CC=C2)O